C(C)N(C=1C=C2OC=3C=C(C(=CC3C3(C2=CC1)OC(C1=CC=CC=C13)=O)NC1=C(C(=CC=C1)C)C)C)CC 6'-(diethylamino)-2'-[(dimethylphenyl)amino]-3'-methyl-spiro[isobenzofuran-1(3H),9'-[9H]xanthen]-3-one